3-[5-(methylamino)-2-[4-(trifluoromethyl)anilino]-3-pyridyl]-4H-1,2,4-oxadiazol-5-one CNC=1C=C(C(=NC1)NC1=CC=C(C=C1)C(F)(F)F)C1=NOC(N1)=O